ClC1=C(C=C(C=C1)S(=O)(=O)NC=1C(=NC=C(C1)C)OC1=CC(=C(C=C1)NC(C=C)=O)OC)C(F)(F)F N-(4-((3-((4-chloro-3-(trifluoromethyl)phenyl)sulfonamido)-5-methylpyridin-2-yl)oxy)-2-methoxyphenyl)acrylamide